Bromomethyl Ketone BrCC(=O)CBr